5-(2-(((3R,4R)-3-fluoro-1-((1-methyl-1H-imidazol-4-yl)sulfonyl)piperidin-4-yl)amino)-5-(trifluoromethyl)pyrimidin-4-yl)thiophene-3-carboxamide F[C@@H]1CN(CC[C@H]1NC1=NC=C(C(=N1)C1=CC(=CS1)C(=O)N)C(F)(F)F)S(=O)(=O)C=1N=CN(C1)C